3-((3-fluoro-4-(4-((8-fluoro-1,2,3,4-tetrahydroisoquinolin-5-yl)methyl)piperidin-1-yl)phenyl)amino)piperidine-2,6-dione FC=1C=C(C=CC1N1CCC(CC1)CC1=C2CCNCC2=C(C=C1)F)NC1C(NC(CC1)=O)=O